BrCC1=C(C(=O)OC)C=C(C=C1)C1(CC1)C(F)(F)F methyl 2-(bromomethyl)-5-[1-(trifluoromethyl)cyclopropyl]benzoate